FC1=C(CN2C(C(=CC(=C2)C(=O)N[C@H]2[C@H](C2)C)C(=O)NC)=O)C=CC=C1 |r| (+/-)-1-(2-fluorobenzyl)-N3-methyl-N5-((cis)-2-methylcyclopropyl)-2-oxo-1,2-dihydropyridine-3,5-dicarboxamide